C1(=CC=CC=C1)SC=[Ru-2](Cl)Cl [(phenylthio)methylene]ruthenium(II) dichlorid